2-butyl-3-(3,5-diiodo-4-hydroxybenzoyl)benzofuran C(CCC)C=1OC2=C(C1C(C1=CC(=C(C(=C1)I)O)I)=O)C=CC=C2